CC1=C(OC2=C(C=C(C=C2C1=O)C)[C@@H](C)NC1=C(C=O)C=CC=C1)C=1C=NC=CC1 2-[[(1R)-1-[3,6-dimethyl-4-oxo-2-(3-pyridyl)chromen-8-yl]ethyl]amino]benzaldehyde